5-amino-4-cyano-N,N-dimethyl-1H-pyrazole-1-carboxamide NC1=C(C=NN1C(=O)N(C)C)C#N